FC1N(CCCC1COC)F difluoro-3-(methoxymethyl)piperidin